NC=1SC(=CN1)[C@]1([C@@H](CN(CC1)C(=O)OC(C)(C)C)F)O tert-Butyl (3R,4S)-4-(2-aminothiazol-5-yl)-3-fluoro-4-hydroxy-piperidine-1-carboxylate